CC=1C=CC=2N(C1)N=C(N2)C2=C1C=C(N=CC1=C(N=C2)NC)NC(=O)C2CCC2 N-(5-(6-methyl-[1,2,4]triazolo[1,5-a]pyridin-2-yl)-8-(methylamino)-2,7-naphthyridin-3-yl)cyclobutanecarboxamide